FC1=C(C=CC=C1F)C1CCN(CC1)CC=1C=C2CN(C(C2=CC1)=O)C1C(NC(CC1)=O)=O 3-(5-((4-(2,3-difluorophenyl)piperidin-1-yl)methyl)-1-oxoisoindolin-2-yl)piperidine-2,6-dione